2-(2,4-dichlorophenyl)-2-methyl-4-hydroxy-5-amino-3(2H)-furanone ClC1=C(C=CC(=C1)Cl)C1(OC(=C(C1=O)O)N)C